5-(trifluoromethyl)oxazole FC(C1=CN=CO1)(F)F